N-cyclopentyl-6-methoxy-2-(pyrrolidin-1-yl)-7-(3-(pyrrolidin-1-yl)prop-1-yn-1-yl)quinazolin-4-amine C1(CCCC1)NC1=NC(=NC2=CC(=C(C=C12)OC)C#CCN1CCCC1)N1CCCC1